4-(4-chlorophenyl)-2-oxobut-3-enoic acid ClC1=CC=C(C=C1)C=CC(C(=O)O)=O